FC(C(=O)O)(F)F.CC1=CC=CC(=N1)S(=O)(=O)NC=1N=CSC1 6-methyl-N-(thiazol-4-yl)pyridine-2-sulfonamide trifluoroacetate salt